(4-((R)-amino(5-chloro-2-hydroxy-4-methylphenyl)methyl)piperidin-1-yl)((R)-pyrrolidin-3-yl)methanone N[C@H](C1CCN(CC1)C(=O)[C@H]1CNCC1)C1=C(C=C(C(=C1)Cl)C)O